2,2-Bis(4-hydroxyphenyl)-3-methylbutane OC1=CC=C(C=C1)C(C)(C(C)C)C1=CC=C(C=C1)O